methyl (R)-2-aminopentan-4-ynoate (methyl (R)-2-aminopent-4-ynoate) C[C@](C(=O)O)(CC#C)N.N[C@@H](C(=O)OC)CC#C